N(=[N+]=[N-])C1=CC2=C(C=C1)OCO2 4-azido-1,2-methylenedioxybenzene